FC1=C2C=NN(C2=CC(=C1)B1OC(C(O1)(C)C)(C)C)COCC[Si](C)(C)C 4-Fluoro-6-(4,4,5,5-tetramethyl-1,3,2-dioxaborolan-2-yl)-1-((2-(trimethylsilyl)ethoxy)methyl)-1H-indazole